C(O)C1=CC(CC1)CO 1,3-dimethylolcyclopentene